BrC1=CN=C2C=C(C(NC2=C1)=O)C 7-bromo-3-methyl-1,5-naphthyridin-2(1H)-one